2-methyl-N-[3-(triethoxysilyl)propyl]-2-propenamide CC(C(=O)NCCC[Si](OCC)(OCC)OCC)=C